1-(4-fluoro-2-methyl-phenyl)-3-(6-methoxy-2-methylpyridin-3-yl)-4-oxo-1,2,3,4-tetra-hydropyrido[4,3-d]-pyrimidine-7-carbonitrile FC1=CC(=C(C=C1)N1CN(C(C2=C1C=C(N=C2)C#N)=O)C=2C(=NC(=CC2)OC)C)C